C(CCC)[Si](OCCOC)(OCCOC)CCC n-butyl-propyl-bis-(2-methoxyethoxy)silane